3-amino-3-(1-methyl-1H-tetrazol-5-yl)pyrrolidin NC1(CNCC1)C1=NN=NN1C